1-(4-{[4-Amino-3-(7-fluoro-1H-indazol-4-yl)-1-isopropyl-1H-pyrazolo[3,4-d]pyrimidin-6-yl]amino}-3-fluorophenyl)ethanone di(trifluoroacetate) FC(C(=O)O)(F)F.FC(C(=O)O)(F)F.NC1=C2C(=NC(=N1)NC1=C(C=C(C=C1)C(C)=O)F)N(N=C2C2=C1C=NNC1=C(C=C2)F)C(C)C